propane-1,3-diamine trihydrochloride Cl.Cl.Cl.C(CCN)N